4-(1-(3-(difluoromethyl)-phenyl)-2,5-dioxo-1,2,3,4,5,6,7,8-octahydropyrido[4,3-d]pyrimidin-4-yl)benzonitrile FC(C=1C=C(C=CC1)N1C(NC(C2=C1CCNC2=O)C2=CC=C(C#N)C=C2)=O)F